C1(=C(C=CC=C1)C1=NNC(=N1)CC)C1=NNC(=N1)CC 3,3'-(1,2-Phenylene)bis(5-ethyl-1,2,4-triazole)